C(CCCC[C@@H]1SC[C@@H]2NC(=O)N[C@H]12)(=O)N[C@@H](CCCCN)C(=O)O N-biotinyl-L-lysine